4-nitrophenyl (E)-6-((2-(methylcarbamoyl)phenyl)thio)-3-(2-(pyridin-2-yl)vinyl)-1H-indazole-1-carboxylate CNC(=O)C1=C(C=CC=C1)SC1=CC=C2C(=NN(C2=C1)C(=O)OC1=CC=C(C=C1)[N+](=O)[O-])\C=C\C1=NC=CC=C1